5-(5-bromothiophen-2-yl)-2-(((2-(dimethylamino)ethyl)amino)methylene)cyclohexane-1,3-dione BrC1=CC=C(S1)C1CC(C(C(C1)=O)=CNCCN(C)C)=O